6-(tert-butyl) 4a-methyl (R)-1-(4-fluorophenyl)-1,4,7,9-tetrahydro-6H-pyrazolo[3,4-g]isoquinoline-4a,6(5H)-dicarboxylate FC1=CC=C(C=C1)N1N=CC2=C1CC1=CCN(C[C@]1(C2)C(=O)OC)C(=O)OC(C)(C)C